CN(C1CCN(CC1)C1=C(C=C(C=C1)C)[N+](=O)[O-])C N,N-dimethyl-1-(4-methyl-2-nitrophenyl)piperidin-4-amine